4-chloro-2-(propan-2-yl)pyrimidine tert-Butyl-N-[5-[[2-[2-(6-acetamido-3-pyridyl)-5-methyl-1-piperidyl]-2-oxo-acetyl]amino]-3-methyl-2-pyridyl]carbamate C(C)(C)(C)OC(NC1=NC=C(C=C1C)NC(C(=O)N1C(CCC(C1)C)C=1C=NC(=CC1)NC(C)=O)=O)=O.ClC1=NC(=NC=C1)C(C)C